C[C@@H]1O[C@@H](CC(C1)N(C(OC(C)(C)C)=O)CC=1C=C2C=CC(=NC2=CC1)C=O)C |r| tert-butyl ((2SR,6RS)-2,6-dimethyltetrahydro-2H-pyran-4-yl)((2-formylquinolin-6-yl)methyl)carbamate